(2R)-2-[6-(trifluoromethyl)imidazo[1,2-a]pyridin-2-yl]piperidine-1-carboxylic acid tert-butyl ester C(C)(C)(C)OC(=O)N1[C@H](CCCC1)C=1N=C2N(C=C(C=C2)C(F)(F)F)C1